(S)-2-(1-hydroxycyclopropyl)pyrrolidine-1-carboxylic acid tert-butyl ester C(C)(C)(C)OC(=O)N1[C@@H](CCC1)C1(CC1)O